butanediamine iodine [I].C(CCC)(N)N